1H-phenanthro[9,10-d]Imidazole N1C=NC2=C1C1=CC=CC=C1C=1C=CC=CC12